N1C=CC2=C1C=CC=C2 BENZOAZOL